[C@H]12CNC[C@H](CC1)N2C2=NC(=NC=1CC3(CCC21)CCC2=CC=CC1=CC=CC3=C21)OC[C@H]2NCCC2 4'-((1R,5S)-3,8-diazabicyclo[3.2.1]octan-8-yl)-2'-(((S)-pyrrolidin-2-yl)methoxy)-2,3,5',8'-tetrahydro-6'H-spiro[phenalene-1,7'-quinazoline]